S-{3-cyano-5-(2-fluorophenyl)-1H-pyrrol-2-yl} thiobenzoate C(C1=CC=CC=C1)(=O)SC=1NC(=CC1C#N)C1=C(C=CC=C1)F